5-amino-N-(pyridin-4-yl)-1H-pyrazole-4-carboxamide NC1=C(C=NN1)C(=O)NC1=CC=NC=C1